N-[5-(2-cyanoethyl)-4,6-dimethoxy-pyrimidin-2-yl]-6-(difluoromethyl)-1H-pyrrolo[2,3-b]pyridine-3-sulfonamide C(#N)CCC=1C(=NC(=NC1OC)NS(=O)(=O)C1=CNC2=NC(=CC=C21)C(F)F)OC